bis(isocyanatomethyl)-2,5-xylene N(=C=O)CC=1C(=C(C=C(C1)C)CN=C=O)C